FC1=C(C=CC(=C1F)C1=NOC(=N1)C(F)(F)F)CNC(CCC)=O N-({2,3-difluoro-4-[5-(trifluoromethyl)-1,2,4-oxadiazol-3-yl]phenyl}methyl)butanamide